CC([C@H](C)N)(C)C (2S)-3,3-dimethyl-2-butanamine